C(C)NC(COC=1C=2N(C=C(C1)OC)N=C(C2)C=2N=C1SC(=NN1C2)OC)=O N-ethyl-2-(6-methoxy-2-(2-methoxyimidazo[2,1-b][1,3,4]thiadiazol-6-yl)pyrazolo[1,5-a]pyridin-4-yloxy)acetamide